NC=1SC2=C(N1)C=CC(=C2)C=2C=NC(=C(C(=O)N[C@@H](C)C1=C(C=CC=C1)OC(F)(F)F)C2)OC |o1:18| (S or R)-5-(2-aminobenzothiazol-6-yl)-2-methoxy-N-(1-(2-(trifluoromethoxy)phenyl)ethyl)nicotinamide